tert-butyl 4-(methoxymethyl)indoline-1-carboxylate COCC1=C2CCN(C2=CC=C1)C(=O)OC(C)(C)C